C(C1=CC=CC=C1)OCC=1N(C=C(N1)I)C12CC(C1)(C2)F 2-((benzyloxy)methyl)-1-(3-fluorobicyclo[1.1.1]pentan-1-yl)-4-iodo-1H-imidazole